ClC1=CN=C(S1)[C@@H](C)N[S@](=O)C(C)(C)C (R)-N-((R)-1-(5-chlorothiazol-2-yl)ethyl)-2-methylpropane-2-sulfinamide